N2,N4-diisopropyl-6-methoxy-1,3,5-triazine-2,4-diamine C(C)(C)NC1=NC(=NC(=N1)NC(C)C)OC